CC=1C=C(N)C=C(C1C)S(=O)(=O)N1CCN(CCC1)C 3,4-dimethyl-5-((4-methyl-1,4-diazepan-1-yl)sulfonyl)aniline